C\C(=C/CC1=C(C(=C(C=C1C)O)C)O)\CCC=C(C)C 4-[(2E)-3,7-Dimethylocta-2,6-dienyl]-2,5-dimethylbenzene-1,3-diol